BrC=1C=C2C=NN=C(C2=C(C1)F)Cl 6-bromo-1-chloro-8-fluoro-phthalazine